COC=1C=C2C(=NC=NC2=CC1OC)N1N=C(N=C1N)NC1=CC=C(C=C1)C(=O)N1CCN(CC1)C1CCCC1 1-(6,7-dimethoxyquinazolin-4-yl)-N3-(4-(4-(cyclopentyl)piperazin-1-ylcarbonyl)phenyl)-1H-1,2,4-triazole-3,5-diamine